ClC1=C(C=CC=C1)C1OP(OCC1(C)C)(=O)O 4-(2-chlorophenyl)-2-hydroxy-5,5-dimethyl-2-oxo-1,3,2-dioxaphosphorinane